8,8-dimethyl-7-oxo-2-(pyridin-3-yl)-2-azaspiro[3.5]non-5-ene-6-carbonitrile CC1(C(C(=CC2(CN(C2)C=2C=NC=CC2)C1)C#N)=O)C